1-(cyclohex-1-en-1-yloxy)cyclohexa-1,4-diene C1(=CCCCC1)OC1=CCC=CC1